(1S,3S,5R)-5-((4-((tert-butoxycarbonyl)amino)butoxy)methyl)-2-((9,9-difluoro-9H-fluorene-3-carbonyl)glycyl)-2-azabicyclo[3.1.0]hexane-3-carboxylic acid C(C)(C)(C)OC(=O)NCCCCOC[C@@]12C[C@H](N([C@H]2C1)C(CNC(=O)C=1C=CC=2C(C3=CC=CC=C3C2C1)(F)F)=O)C(=O)O